4-(2-(3-chloro-4-cyanophenyl)-1-methyl-2,8-diazaspiro[4.5]decan-8-yl)benzoic acid ClC=1C=C(C=CC1C#N)N1C(C2(CC1)CCN(CC2)C2=CC=C(C(=O)O)C=C2)C